methyl 3-(5-(3-chlorophenyl)-3-hydroxy-4-methylpicolinamido)oxetane-3-carboxylate ClC=1C=C(C=CC1)C=1C(=C(C(=NC1)C(=O)NC1(COC1)C(=O)OC)O)C